N1-(4-(1-(3-((tert-butyldimethylsilyl)oxy)-4-(1,3-dioxolan-2-yl)benzyl)-1H-indol-3-yl)pyrimidin-2-yl)-N4-(2-(dimethylamino)ethyl)-2-methoxy-N4-methyl-5-nitrobenzene-1,4-diamine [Si](C)(C)(C(C)(C)C)OC=1C=C(CN2C=C(C3=CC=CC=C23)C2=NC(=NC=C2)NC2=C(C=C(C(=C2)[N+](=O)[O-])N(C)CCN(C)C)OC)C=CC1C1OCCO1